ethyl 2-(hydroxyimino)-2-(1-(hydroxymethyl)cyclopropane-1-carboxamido)acetate ON=C(C(=O)OCC)NC(=O)C1(CC1)CO